4-(4-n-hexyl-phenyl)quinoline C(CCCCC)C1=CC=C(C=C1)C1=CC=NC2=CC=CC=C12